4,7-Dichloro-3-iodo-1,5-dimethyl-1H-pyrrolo[3,2-c]pyridin-5-ium iodide [I-].ClC1=[N+](C=C(C2=C1C(=CN2C)I)Cl)C